1-(1-(2,3-dichlorophenyl)-2-methyl-6-oxo-1,6-dihydropyrimidin-4-yl)-1'H,3'H-spiro[piperidine-4,2'-pyrrolizine] ClC1=C(C=CC=C1Cl)N1C(=NC(=CC1=O)N1CCC2(CC3=CC=CN3C2)CC1)C